C(C)N1CCC[C@H]2[C@H]1CCN1C2=NC2=CC=CC=C2C1=O |r| (±)-(4aR,13bS)-4-ethyl-1,2,3,4,4a,5,6,13b-octahydro-8H-[1,6]naphthyridino[5,6-b]quinazolin-8-one